C1=CC(=C(C=C1[N+](=O)[O-])C(=O)[O-])N The molecule is an anthranilate obtained by removal of a proton from the carboxylic acid group of 5-nitroanthranilic acid. It is a conjugate base of a 5-nitroanthranilic acid.